O1CCC(CC1)ON1C(C2=CC=CC=C2C1=O)=O 2-((tetrahydro-2H-pyran-4-yl)oxy)isoindoline-1,3-dione